(R)-2-fluoro-6-methyl-4-((1,1,1-trifluorobutan-2-yl)amino)benzoic acid FC1=C(C(=O)O)C(=CC(=C1)N[C@@H](C(F)(F)F)CC)C